4-((4-(4-(trifluoromethyl)piperidin-1-yl)phenyl)thio)benzene-1,2-diamine FC(C1CCN(CC1)C1=CC=C(C=C1)SC=1C=C(C(=CC1)N)N)(F)F